3,7-dimethyl-6-octenyl [4-(2-methyl-1,3-dioxolan-2-yl)phenyl]oxoacetate CC1(OCCO1)C1=CC=C(C=C1)C(C(=O)OCCC(CCC=C(C)C)C)=O